ClC(N1C=NC=C1C(Cl)(Cl)Cl)(Cl)Cl 1,5-bis[trichloromethyl]imidazole